8-(7,7-difluoro-5-azaspiro[2.4]heptan-5-yl)-6-(2,4-dimethoxypyrimidin-5-yl)imidazo[1,2-b]pyridazine FC1(CN(CC12CC2)C=2C=1N(N=C(C2)C=2C(=NC(=NC2)OC)OC)C=CN1)F